C12C(CC(C=C1)C2)C2=CC=C(C=C2)C2=CC=C(C=C2)C2C1C=CC(C2)C1 4,4'-bis(bicyclo[2.2.1]hept-5-en-2-yl)-1,1'-biphenyl